spiro[4,5-dihydrothieno[2,3-c]pyran-7,4'-piperidine]-2-carbonitrile N1CCC2(CC1)OCCC1=C2SC(=C1)C#N